N1(CCCCCC1)O Azepan-1-ol